C[C@@H]1[C@H](C1)C(=O)OCC ethyl (1S,2S)-2-methylcyclopropane-1-carboxylate